FC(CC[C@@H](C(=O)O)NC([C@H]([C@H](CC)C)NC([C@H](CC1=CC=C(C=C1)O)NC(=O)[C@H]1OCCC1)=O)=O)(F)F (S)-5,5,5-trifluoro-2-((2S,3S)-2-((S)-3-(4-hydroxyphenyl)-2-((S)-tetrahydrofuran-2-carboxamido)propanamido)-3-methylpentanamido)pentanoic acid